CN1CCN(CCC1)C(C=C)=O methyl-4-prop-2-enoyl-1,4-diazepane